(2R,3S,4R,5R)-5-(4-amino-7H-pyrrolo[2,3-d]pyrimidin-7-yl)-2-((R)-(3,4-dichlorophenyl)(hydroxy)methyl)-3-methyltetrahydrofuran-3,4-diol NC=1C2=C(N=CN1)N(C=C2)[C@H]2[C@@H]([C@@]([C@H](O2)[C@H](O)C2=CC(=C(C=C2)Cl)Cl)(O)C)O